2,4-dichlorophenyl-4-propyl-1,3-dioxolane ClC1=C(C=CC(=C1)Cl)C1OCC(O1)CCC